2,6-difluoro-benzoic acid FC1=C(C(=O)O)C(=CC=C1)F